BrC=1C=NN(C1)C1=CC=C(C=C1)OCC(F)(F)F 4-bromo-1-[4-(2,2,2-trifluoroethoxy)phenyl]pyrazole